N1=C(C=CC=2CCCNC12)CCCC(=O)NC1CCN(CC1)C(=O)OC(C)(C)C Tert-butyl 4-(4-(5,6,7,8-tetrahydro-1,8-naphthyridin-2-yl)butanamido)piperidine-1-carboxylate